benzyl-5-[1-(diethoxyphosphoryl)-2-hydroxyethyl]-1-benzothiophene C(C1=CC=CC=C1)C=1SC2=C(C1)C=C(C=C2)C(CO)P(=O)(OCC)OCC